tert-butyl 2-(3-(2-(3-(6-methylpyridin-2-yl)-4-(quinolin-4-yl)-1H-pyrazol-1-yl)acetamido)-5-fluorobenzoyloxy)ethylethylcarbamate CC1=CC=CC(=N1)C1=NN(C=C1C1=CC=NC2=CC=CC=C12)CC(=O)NC=1C=C(C(=O)OCCN(C(OC(C)(C)C)=O)CC)C=C(C1)F